butyl 3-(2-chloro-6-(6-(methylcarbamoyl)pyrimidin-4-yl)pyridin-4-yl)piperidine-1-carboxylate ClC1=NC(=CC(=C1)C1CN(CCC1)C(=O)OCCCC)C1=NC=NC(=C1)C(NC)=O